ClCC(=O)NC1=C(C=CC(=C1)C)COCC1=CC=C(C=C1)F 2-chloro-N-(2-(((4-fluorobenzyl)oxy)methyl)-5-methylphenyl)acetamide